FC(C(=O)O)(F)F.N1CC(C1)=CC#N 2-(3-azetidinylidene)acetonitrile trifluoroacetate